6-chloro-5-(3-fluoro-2-pyridyl)-7-(trifluoromethyl)-1,3-dihydro-1,4-benzodiazepin ClC1=C(C=CC2=C1C(=NCCN2)C2=NC=CC=C2F)C(F)(F)F